C(CCCCCCCC)N(CCN1CCN(CC1)C(=O)OC(C)(C)C)CCCCCCCCC tert-Butyl 4-(2-(dinonylamino)ethyl)piperazine-1-carboxylate